ClC(N(O)Cl)(C(=O)O)Cl trichlorohydroxyglycine